N1=CC=C(C=C1)C1=NOC(=C1)NC(N)=O 3-(3-pyridin-4-yl-1,2-oxazol-5-yl)urea